O1C=NC=C1C=S1(C(NC(C1)=O)=O)=CC1=CN=CO1 bisoxazol-5-ylmethylene-thiazolidine-2,4-dione